(S)-5-chloro-2-methoxycarbonyl-2-hydroxy-1-indenone ClC=1C=C2C[C@@](C(C2=CC1)=O)(O)C(=O)OC